7-acetyl-N-(3-chloro-4-fluorophenyl)-2-(5-hydroxyoctahydropentalen-2-yl)-5,6,7,8-tetrahydroimidazo[1,2-a]pyrazine-3-carboxamide C(C)(=O)N1CC=2N(CC1)C(=C(N2)C2CC1CC(CC1C2)O)C(=O)NC2=CC(=C(C=C2)F)Cl